6'-(((1S,3S)-3-((3H-Imidazo[4,5-b]pyridin-2-yl)amino)cyclopentyl)amino)-3-methyl-2H-[1,3'-bipyridin]-2-one N1=C(NC2=NC=CC=C21)N[C@@H]2C[C@H](CC2)NC2=CC=C(C=N2)N2C(C(=CC=C2)C)=O